ClCC=1N=NN(N1)C1OCCCC1 5-(chloromethyl)-2-tetrahydropyran-2-yl-tetrazole